3-chloro-4-(6-hydroxy-quinoline-2-yl)-benzoic acid ClC=1C=C(C(=O)O)C=CC1C1=NC2=CC=C(C=C2C=C1)O